tert-butyl [3-chloro-2-(4,4,5,5-tetramethyl-1,3,2-dioxaborolan-2-yl)benzyl]carbamate ClC=1C(=C(CNC(OC(C)(C)C)=O)C=CC1)B1OC(C(O1)(C)C)(C)C